CC1=CC=C(C=C1)S(=O)(=O)OCCOCCOCCOS(=O)(=O)C1=CC=C(C=C1)C 2-(2-{2-[(4-methylbenzenesulfonyl)oxy]ethoxy}ethoxy)ethyl 4-methylbenzene-1-sulfonate